ClC=1C=C(C=NC1OC)C(C)=O 1-(5-chloro-6-methoxypyridin-3-yl)ethan-1-one